C(#N)C=1C=C(C=CC1)S(=O)NC(C1=C(C=C(C=C1)C1=NOC(C1)(C(F)(F)F)C1=CC(=CC(=C1)Cl)Cl)C)=O N-((3-cyanophenyl)sulfinyl)-4-(5-(3,5-dichlorophenyl)-5-(trifluoromethyl)-4,5-dihydroisoxazol-3-yl)-2-methylbenzamide